C(C1=CC=CC=C1)NC(N(C1=NC=C(C=C1)C=1C=NN(C1)C)[C@@H]1CC[C@H](CC1)NC1=NC=C(C(=N1)NCCOC(F)(F)F)C#N)=O 3-benzyl-1-(trans-4-((5-cyano-4-((2-(trifluoromethoxy)-ethyl)amino)-pyrimidin-2-yl)-amino)cyclohexyl)-1-(5-(1-methyl-1H-pyrazol-4-yl)-pyridin-2-yl)urea